COC1=CNC2=CC=C(C=C12)OC 3,5-dimethoxyindole